7-(trifluoromethyl)-3-(2-((triisopropylsilyl)oxy)ethyl)cinnolin-4(1H)-one FC(C1=CC=C2C(C(=NNC2=C1)CCO[Si](C(C)C)(C(C)C)C(C)C)=O)(F)F